FC=1C(=NC=C(C(=O)OC)C1)NC1(CC1)C1=NC=CC=C1 methyl 5-fluoro-6-((1-(pyridin-2-yl)cyclopropyl)amino)nicotinate